2,4-bis(trifluoromethyl)benzenethiol FC(C1=C(C=CC(=C1)C(F)(F)F)S)(F)F